CC1=C(C(=CC=C1)C)C1=NC=CC=C1 2,6-dimethylPhenylpyridine